NC1=NC=C(C=N1)C=1N=C(C2=C(N1)C=C(S2)C(=O)N)N2CCOCC2 2-(2-aminopyrimidin-5-yl)-4-morpholinothieno[3,2-d]pyrimidine-6-carboxamide